(S)-quinuclidin-3-yl (7-(3-(benzyloxy)phenyl)-3,3-dimethylchroman-4-yl)carbamate C(C1=CC=CC=C1)OC=1C=C(C=CC1)C1=CC=C2C(C(COC2=C1)(C)C)NC(O[C@@H]1CN2CCC1CC2)=O